C(#N)C=1C=C(C=CC1)CC(C=1SC2=C(N1)C=CC(=C2)OC)NS(=O)(=O)C2=CC=C(NC(CNC(OC(C)(C)C)=O)=O)C=C2 tert-butyl N-[2-[4-[[2-(3-cyanophenyl)-1-(6-methoxy-1,3-benzothiazol-2-yl)ethyl]sulfamoyl]anilino]-2-oxo-ethyl]carbamate